OCC(C1=CC=CC=C1)NC1=NC=NC=C1C(=O)NN 4-((2-hydroxy-1-phenylethyl)amino)pyrimidine-5-carbohydrazide